8-Bromo-1-methyl-3,4-dihydroisoquinoline-7-carboxylic acid methyl ester COC(=O)C1=CC=C2CCN=C(C2=C1Br)C